C1(=CC=CC=C1)CCC1=CC=C(C=C1)CCC1=CC=CC=C1 1,4-bis(trans-2-phenylethyl)benzene